BrC=1SC2=C(N1)C=C(C(=C2)OC2C(COC2)=O)F 4-((2-bromo-5-fluorobenzo[d]thiazol-6-yl)oxy)dihydrofuran-3(2H)-one